ClC=1C=C(C=CC1)C(C(=O)N1CCC(CC1)N1CC(C1)N1C(C2=CC=CC=C2C1=O)=O)(C(F)(F)F)O 2-(1-(1-(2-(3-chlorophenyl)-3,3,3-trifluoro-2-hydroxypropanoyl)piperidin-4-yl)azetidin-3-yl)isoindoline-1,3-dione